4-(4-dimethylaminostyryl)quinolone CN(C1=CC=C(C=CC2=CC(NC3=CC=CC=C23)=O)C=C1)C